(3S)-3-{[N-(4-methoxy-1H-indole-2-carbonyl)-L-leucyl]amino}-2-oxo-4-[(3S)-2-oxopiperidin-3-yl]butyl 2-(trifluoromethyl)pyridine-3-carboxylate FC(C1=NC=CC=C1C(=O)OCC([C@H](C[C@H]1C(NCCC1)=O)NC([C@@H](NC(=O)C=1NC2=CC=CC(=C2C1)OC)CC(C)C)=O)=O)(F)F